BrC1=CC(=C(C=C1)C1=NN=C(C2=CC=CC=C12)N[C@H]1CN(CCC1)C(=O)OC(C)(C)C)OC tert-butyl (R)-3-((4-(4-bromo-2-methoxyphenyl)phthalazin-1-yl)amino)piperidine-1-carboxylate